bicyclo[1.1.0]butane-1-carboxylic acid C12(CC2C1)C(=O)O